ethyl 2-[3-[1-[2-fluoro-5-[6-fluoro-4-methylsulfanyl-1-(p-tolylsulfonyl)indol-5-yl]oxy-phenyl]pyrazol-3-yl]-3-methyl-2H-benzofuran-7-yl]acetate FC1=C(C=C(C=C1)OC=1C(=C2C=CN(C2=CC1F)S(=O)(=O)C1=CC=C(C=C1)C)SC)N1N=C(C=C1)C1(COC2=C1C=CC=C2CC(=O)OCC)C